ClC=1C=C(C=CC1F)NC(N(C)C(C)C1=CN(C(C2=CC=CC=C12)=O)C1CC1)=O 3-(3-Chloro-4-fluorophenyl)-1-(1-(2-cyclopropyl-1-oxo-1,2-dihydroisoquinolin-4-yl)ethyl)-1-methylurea